CN1N=CC(=C1C)C1=C(C=C(C=C1)F)CN (2-(1,5-dimethyl-1H-pyrazol-4-yl)-5-fluorophenyl)methylamine